ethyl-6-bromoimidazo[1,5-a]pyridine C(C)C=1N=CN2C1C=CC(=C2)Br